CC1NC2=C(OCC1)C=CC(=C2)[N+](=O)[O-] 4-methyl-7-nitro-3,4-dihydro-2H-benzo[2,1-b][1,4]oxazepine